Bis(diglycidylaminomethyl)cyclohexane C(C1CO1)N(CC1CO1)CC1(CCCCC1)CN(CC1CO1)CC1CO1